O1CCC2(CC1)OCC=1C=NC(=CC12)C(=O)O spiro[3H-furo[3,4-c]pyridine-1,4'-tetrahydropyran]-6-carboxylic acid